(E)-1-Hydroxy-4-[4-[(E)-3-[2-(4-methylpiperazin-1-yl)phenyl]-3-oxoprop-1-enyl]phenyl]but-3-en-2-one OCC(\C=C\C1=CC=C(C=C1)\C=C\C(=O)C1=C(C=CC=C1)N1CCN(CC1)C)=O